acrylamidoethanesulfonic acid ammonium salt [NH4+].C(C=C)(=O)NC(C)S(=O)(=O)[O-]